6-(8-Fluoro-2-methylimidazo[1,2-a]pyridin-6-yl)-N-(1,2,2,6,6-pentamethylpiperidin-4-yl)[1,3]thiazolo[4,5-c]pyridin-2-amin-Hydrochlorid Cl.FC=1C=2N(C=C(C1)C1=CC3=C(C=N1)N=C(S3)NC3CC(N(C(C3)(C)C)C)(C)C)C=C(N2)C